ClC=1C=C(C=2N(N1)C=CN2)[C@@H]2[C@H](C2)C2=CC=C1C=NN(C1=C2F)CC(F)(F)F 6-chloro-8-((1S,2S)-2-(7-fluoro-1-(2,2,2-trifluoroethyl)-1H-indazol-6-yl)cyclopropyl)imidazo[1,2-b]pyridazine